C(C1=CC=CC=C1)N(C1=C2NC(N(C2=NC=N1)[C@H]1[C@@H](CN(CC1)C(=O)OC(C)(C)C)F)=O)CC1=CC=CC=C1 |o1:17,18| Rel-tert-butyl (3R,4R)-4-[6-(dibenzylamino)-8-oxo-7H-purin-9-yl]-3-fluoropiperidine-1-carboxylate